N1N=CC(=C1)CCN(C1=NC(=NC(=C1C)C)Cl)CCC N-(2-(1H-pyrazol-4-yl)ethyl)-2-chloro-5,6-dimethyl-N-propylpyrimidin-4-amine